ClC1=C(C=C(C=C1)F)C1C=2N(CC(N1)=O)C(=CC2C2=NC1=C(N2)C(=CC(=C1)C(F)(F)F)F)C(=O)OC methyl 1-(2-chloro-5-fluorophenyl)-8-[7-fluoro-5-(trifluoromethyl)-1H-1,3-benzodiazol-2-yl]-3-oxo-1H,2H,3H,4H-pyrrolo[1,2-a]pyrazine-6-carboxylate